1-((2-(4-bromobenzyloxy)naphthalen-1-yl)methyl)-4-methylpiperazine BrC1=CC=C(COC2=C(C3=CC=CC=C3C=C2)CN2CCN(CC2)C)C=C1